(S)-2-hydroxy-2,2-diphenylacetic acid-1-benzylpiperidin-3-yl ester C(C1=CC=CC=C1)N1C[C@H](CCC1)OC(C(C1=CC=CC=C1)(C1=CC=CC=C1)O)=O